4-(6,7-difluoro-4-(1,4-dioxa-8-azaspiro[4.5]decan-8-yl)quinoline-3-carbonyl)-N,N-dimethylpiperazine-1-carboxamide FC=1C=C2C(=C(C=NC2=CC1F)C(=O)N1CCN(CC1)C(=O)N(C)C)N1CCC2(OCCO2)CC1